C(C1=CC=CC=C1)N1C[C@H]2C=C[C@@H](C1)N2C(C)(C)C2=CC=CC=C2 (1R,5S)-3-benzyl-8-(2-phenylpropan-2-yl)-3,8-diazabicyclo[3.2.1]Oct-6-ene